1-(3-{5-[(R)-(1,3-Dimethyl-azetidin-3-yl)-hydroxy-(4-isopropyl-phenyl)-methyl]-pyridin-3-yl}-1,1-dimethyl-propyl)-3-methyl-imidazolidin-2-one CN1CC(C1)(C)[C@@](C=1C=C(C=NC1)CCC(C)(C)N1C(N(CC1)C)=O)(C1=CC=C(C=C1)C(C)C)O